ClC=1C=C(C=CC1Cl)C(=O)N1CC=2C(=NN3C2C=2C(CC(C3)=C)=C(ON2)N(C)C)CC1 (3,4-Dichlorophenyl)[3-(dimethylamino)-5-methylidene-5,6,9,10-tetrahydro-4H-[1,2]oxazolo-[3,4-c]pyrido[4',3':3,4]pyrazolo[1,5-a]azepin-11(12H)-yl]methanone